(3-ethyl-2,6-dioxo-1-propyl-8-(1-(3-(trifluoromethyl)benzyl)-1H-pyrazol-4-yl)-1,2,3,6-tetrahydro-7H-purin-7-yl)methyl butyrate C(CCC)(=O)OCN1C(=NC=2N(C(N(C(C12)=O)CCC)=O)CC)C=1C=NN(C1)CC1=CC(=CC=C1)C(F)(F)F